4-(2-(2-(dimethylamino)-2-oxoethoxy)-2-oxoethyl)phenyl 4-guanidinobenzoate methanesulfonate CS(=O)(=O)O.N(C(=N)N)C1=CC=C(C(=O)OC2=CC=C(C=C2)CC(=O)OCC(=O)N(C)C)C=C1